rac-(4aR,8aS)-6-[6-[[4-(methylsulfonimidoyl)-3-(trifluoromethyl)phenyl]methyl]-2-azaspiro[3.3]heptane-2-carbonyl]-4,4a,5,7,8,8a-hexahydropyrido[4,3-b][1,4]oxazin-3-one CS(=O)(=N)C1=C(C=C(C=C1)CC1CC2(CN(C2)C(=O)N2C[C@@H]3[C@@H](OCC(N3)=O)CC2)C1)C(F)(F)F |r|